3-hydroxyphthaloyl chloride OC1=C(C(C(=O)Cl)=CC=C1)C(=O)Cl